7-methanesulfonyl-1H-indole CS(=O)(=O)C=1C=CC=C2C=CNC12